C(=CCCCC\C=C/CC)C1=CC=C(C=C1)OC 1-((7Z)-deca-1,7-dien-1-yl)-4-methoxybenzene